7-chloro-4-(methylamino)-1-(3-(2-(pyridin-3-yloxy)ethyl)phenyl)quinazolin-2(1H)-one ClC1=CC=C2C(=NC(N(C2=C1)C1=CC(=CC=C1)CCOC=1C=NC=CC1)=O)NC